(R)-1-formyl-N-(8-methylisoquinolin-1-yl)-N-(piperidin-3-yl)piperidine-4-carboxamide C(=O)N1CCC(CC1)C(=O)N([C@H]1CNCCC1)C1=NC=CC2=CC=CC(=C12)C